2-Fluoro-6-methoxy-benzoic acid [(2R)-3-(3-ethyl-4-oxo-spiro[6,8-dihydro-5H-pyrazolo[4,3-c]azepin-7,4'-tetrahydropyran]-1-yl)-2-methyl-propyl] ester C(C)C1=NN(C2=C1C(NCC1(CCOCC1)C2)=O)C[C@H](COC(C2=C(C=CC=C2OC)F)=O)C